benzo[b]furan-2-carboxylic acid O1C2=C(C=C1C(=O)O)C=CC=C2